2-(((1R)-1-(2-cyano-3-(5-hydroxy-2-azabicyclo[2.2.2]octan-2-yl)-7-methylquinoxalin-5-yl)ethyl)amino)benzoic acid C(#N)C1=NC2=CC(=CC(=C2N=C1N1C2CC(C(C1)CC2)O)[C@@H](C)NC2=C(C(=O)O)C=CC=C2)C